1,2,5-thiadiazole 1,1-dioxide S1(N=CC=N1)(=O)=O